N1(CCC1)C=1C2=C(N=CN1)NC=C2C2=CC(=CC=C2)Cl 4-(azetidin-1-yl)-5-(3-chlorophenyl)-7H-pyrrolo[2,3-d]pyrimidine